(S)-(6-(dimethylamino)-1-((4-(hydroxymethyl)phenyl)amino)-1-oxohexan-2-yl)carbamic acid tert-butyl ester C(C)(C)(C)OC(N[C@H](C(=O)NC1=CC=C(C=C1)CO)CCCCN(C)C)=O